ClC=1C=C(C(=O)NC2CCC2)C=CC1N1CCN(CC1)C(CCC1=NC2=CC=CC=C2C(N1)=O)=O 3-chloro-N-cyclobutyl-4-[4-[3-(4-oxo-3H-quinazolin-2-yl)propionyl]piperazin-1-yl]benzamide